cyclopentoyl chloride C1(CCCC1)C(=O)Cl